ClC1=C(C=C(OCC(=O)N[C@@H]2CN[C@H](CC2)C=2OC(=NN2)C2CC(C2)OC(F)(F)F)C=C1)F 2-(4-chloro-3-fluorophenoxy)-N-[(3s,6r)-6-{5-[(1s,3s)-3-(trifluoromethoxy)cyclobutyl]-1,3,4-oxadiazol-2-yl}piperidin-3-yl]acetamide